(Z)-5-(4-Methylpyridin-3-yl)-3-(1-((2-morpholinoethyl)amino)ethylidene)-1H-pyrrolo[2,3-c]pyridin-2(3H)-one CC1=C(C=NC=C1)C=1C=C/2C(=CN1)NC(\C2=C(\C)/NCCN2CCOCC2)=O